COC=1C(=C(C=CC1)C=1C=C2C=NN(C(C2=CC1)=O)C1=NC=C(C=C1)N)C 6-(3-methoxy-2-methylphenyl)-2-(5-aminopyridin-2-yl)phthalazin-1(2H)-one